tert-butyl (5aS,6R,11bR)-14-(cyclopropylmethyl)-5a-hydroxy-10-(((trifluoromethyl)sulfonyl)oxy)-1,2,5,5a,6,7-hexahydro-6,11b-(epiminoethano)naphtho[1,2-d]azepine-3(4H)-carboxylate C1(CC1)CN1CC[C@]23CCN(CC[C@]2([C@H]1CC1=CC=C(C=C13)OS(=O)(=O)C(F)(F)F)O)C(=O)OC(C)(C)C